2-(2-Chloro-4-isopropyl-7-oxo-thieno[2,3-d]pyridazin-6-yl)-N-[(3R)-1-cyclopropyl-3-piperidyl]acetamide ClC1=CC2=C(C(N(N=C2C(C)C)CC(=O)N[C@H]2CN(CCC2)C2CC2)=O)S1